(R)-2-amino-2-furyl-ethanol NC1(OC=CC1)[C@@H](C)O